C1(CCCCC1)NCCCN 3-(cyclohexylamino)-1-propylamine